BrC=1C=C(C=CC1)C(=C)C=1C(=NC=C(C1)F)N 3-[1-(3-bromophenyl)vinyl]-5-fluoro-pyridin-2-amine